NC=1C=2N(C3=CC(=C(C=C3N1)F)C(=O)N1[C@@H]3[C@H](OCC1)CC=1C=C(C=CC13)C(F)F)C=NC2 (4-amino-7-fluoroimidazo[1,5-a]quinoxalin-8-yl)((4aS,9aR)-7-(difluoromethyl)-2,3,9,9a-tetrahydroindeno[2,1-b][1,4]oxazin-4(4aH)-yl)methanone